C(C)(C)(C)N(C(O)=O)C1=C(C=NC=C1)C.C12NCC(C(C1)C(C(=O)NC1=NC=C(C(=C1)C1=C3N(N=C1)CC(C3)(C)C)Cl)C)C2 (2-azabicyclo[2.2.1]heptan-5-yl)-N-(5-chloro-4-(5,5-dimethyl-5,6-dihydro-4H-pyrrolo[1,2-b]pyrazol-3-yl)pyridin-2-yl)propanamide tert-Butyl-(3-methylpyridin-4-yl)carbamate